(2-fluoro-4'-hydroxybiphenyl-4-yl)-3,6-dihydro-2H-1,3,4-oxadiazin-2-one FC1=C(C=CC(=C1)N1C(OCC=N1)=O)C1=CC=C(C=C1)O